C(C)C1(OC2=CC=C(C=C2C(C1)=O)C1=NC=C(C=N1)C1=NC=CC=C1)CC 2,2-diethyl-6-(5-(pyridin-2-yl)pyrimidin-2-yl)chroman-4-one